N-[2-chloro-4-(trifluoromethyl)phenyl]-2-[2-(3,4-dihydro-1H-2-benzopyran-6-yl)-5-ethyl-7-oxo-6-(piperazin-1-yl)-[1,2,4]triazolo[1,5-a]pyrimidin-4-yl]acetamide ClC1=C(C=CC(=C1)C(F)(F)F)NC(CN1C=2N(C(C(=C1CC)N1CCNCC1)=O)N=C(N2)C=2C=CC1=C(CCOC1)C2)=O